C(C)NS(=O)(=O)C1=C(C=CC(=C1)NC=1N(C=CN1)CC(C)C)C1=CN=C(S1)[C@@H]1CC[C@H](CC1)NC(OC(C)C)=O isopropyl trans-N-[4-[5-[2-(ethylsulfamoyl)-4-[(1-isobutyl-imidazol-2-yl)amino]phenyl]thiazol-2-yl]cyclohexyl]carbamate